FC(C1=CC(=CN1)C#N)(F)F 5-(trifluoromethyl)-1H-pyrrole-3-carbonitrile